N-(5-chloro-2-(2-ethylpiperazin-1-yl)pyrimidin-4-yl)-1H-indazol-5-amine ClC=1C(=NC(=NC1)N1C(CNCC1)CC)NC=1C=C2C=NNC2=CC1